NCCCNCCCN1CCN(CC1)CCCNCCCNC(C)C N1-(3-(4-(3-((3-aminopropyl)amino)propyl)piperazin-1-yl)propyl)-N3-isopropylpropane-1,3-diamine